N-(1-Adamantylmethylsulfonyl)-6-[4-[[3-(3-hydroxyphenyl)-5-(trifluoromethyl)phenyl]methyl]piperazin-1-yl]pyridazine-3-carboxamide C12(CC3CC(CC(C1)C3)C2)CS(=O)(=O)NC(=O)C=2N=NC(=CC2)N2CCN(CC2)CC2=CC(=CC(=C2)C(F)(F)F)C2=CC(=CC=C2)O